9,9-bis(4-hydroxy-3-methylphenyl)-4,5-diphenylfluorene OC1=C(C=C(C=C1)C1(C2=CC=CC(=C2C=2C(=CC=CC12)C1=CC=CC=C1)C1=CC=CC=C1)C1=CC(=C(C=C1)O)C)C